2-fluoro-4-(4-pentylcyclohexyl)phenyl-boric acid FC1=C(C=CC(=C1)C1CCC(CC1)CCCCC)OB(O)O